iodo-6a',7'-dihydro-6'h,9'h-spiro[cyclopropane-1,8'-pyrido[3,2-b]pyrrolo[1,2-d][1,4]oxazine] IC=1C=CC=2OCC3N(C2N1)CC1(C3)CC1